C(C)(C)(C)OC(=O)N[C@H](CC1=C(C=2N=C(N=C(C2S1)N(C(OC(C)(C)C)=O)CC1=C(C=NC=C1F)F)Cl)C)C tert-butyl N-[6-[(2S)-2-(tert-butoxycarbonylamino) propyl]-2-chloro-7-methyl-thieno[3,2-d]Pyrimidin-4-yl]-N-[(3,5-difluoro-4-pyridinyl) methyl]Carbamate